(3-((3S,4S)-4-amino-3-methyl-2-oxa-8-azaspiro[4.5]decan-8-yl)-6-((8-chloro-2-(thiophen-2-yl)imidazo[1,2-a]pyridin-7-yl)thio)-5-methylpyrazin-2-yl)methanol hydrochloride Cl.N[C@@H]1[C@@H](OCC12CCN(CC2)C=2C(=NC(=C(N2)C)SC2=C(C=1N(C=C2)C=C(N1)C=1SC=CC1)Cl)CO)C